C(C)(=O)O[C@H]1[C@H](N(C[C@@H]1F)C(CN1N=C(C2=CC(=CC=C12)C=1C=NC(=NC1)C)C(C)=O)=O)C(NC1=NC(=CC=C1)Br)=O (2S,3S,4S)-1-(2-(3-acetyl-5-(2-methylpyrimidin-5-yl)-1H-indazol-1-yl)acetyl)-2-((6-bromopyridin-2-yl)carbamoyl)-4-fluoropyrrolidin-3-yl acetate